O=C1N(C(C=C1)=O)CCCCCC(=O)N[C@H](C(=O)N[C@H](C(=O)NC1=CC(=C(C(=O)NCCCCC(=O)O)C=C1)O)C)C(C)C 5-(4-((S)-2-((S)-2-(6-(2,5-dioxo-2,5-dihydro-1H-pyrrol-1-yl)hexanamido)-3-methylbutanamido)propanamido)-2-hydroxybenzoamido)pentanoic acid